(S)-3-(1-(tert-butoxycarbonyl)piperidin-2-yl)propanoic acid C(C)(C)(C)OC(=O)N1[C@@H](CCCC1)CCC(=O)O